(2R,3R)-2-(3,4,5-trihydroxyphenyl)-3,4-dihydro-1(2H)-benzopyran-3,5,7-triol 3-(3,4,5-trihydroxy benzoate) OC=1C=C(C(=O)O[C@H]2[C@H](OC=3C(C2)=C(C=C(C3)O)O)C3=CC(=C(C(=C3)O)O)O)C=C(C1O)O